(S)-5-((((3'-chloro-2'-(2-chloro-3-((3-fluoro-4-(((R)-3-hydroxypyrrolidin-1-yl)methyl)pyridin-2-yl)amino)phenyl)-6-methoxy-[2,4'-bipyridin]-5-yl)methyl)amino)methyl)pyrrolidin-2-one ClC=1C(=NC=CC1C1=NC(=C(C=C1)CNC[C@@H]1CCC(N1)=O)OC)C1=C(C(=CC=C1)NC1=NC=CC(=C1F)CN1C[C@@H](CC1)O)Cl